tert-butyl 4-[[2-[3-[4-amino-2-[6-methyl-7-oxo-1-(p-tolylsulfonyl)pyrrolo[2,3-c]pyridin-4-yl]phenoxy]phenyl]-2,6-diazaspiro[3.3]heptan-6-yl]methyl]piperidine-1-carboxylate NC1=CC(=C(OC=2C=C(C=CC2)N2CC3(C2)CN(C3)CC3CCN(CC3)C(=O)OC(C)(C)C)C=C1)C=1C3=C(C(N(C1)C)=O)N(C=C3)S(=O)(=O)C3=CC=C(C=C3)C